N-(6-bromo-5-chloro-2-methylpyridin-3-yl)acetamide BrC1=C(C=C(C(=N1)C)NC(C)=O)Cl